2-[1-[2-[4-[3-[1-(5-chloropyrimidin-2-yl)-4-piperidinyl]propoxy]-2-fluoro-phenyl]acetyl]-3-hydroxy-azetidin-3-yl]-N-[3-hydroxy-2,2-bis(hydroxymethyl)propyl]acetamide ClC=1C=NC(=NC1)N1CCC(CC1)CCCOC1=CC(=C(C=C1)CC(=O)N1CC(C1)(O)CC(=O)NCC(CO)(CO)CO)F